C(C)(C)C=1C(=NNC1C=1C=C(C=2N(C1)N=CN2)C)C=2C=NC=1CCNCC1C2 3-(4-isopropyl-5-(8-methyl-[1,2,4]triazolo[1,5-a]pyridin-6-yl)-1H-pyrazol-3-yl)-5,6,7,8-tetrahydro-1,6-naphthyridine